(E)-N-(1-(5-((5-(dimethylamino)-3,4-dihydroxy-6-methyltetrahydro-2H-pyran-2-yl)oxy)-6-methyltetrahydro-2H-pyran-2-yl)-2-oxo-1,2-dihydropyrimidin-4-yl)-2-methylbutan-2-enamide CN(C1C(C(C(OC1C)OC1CCC(OC1C)N1C(N=C(C=C1)NC(\C(=C\C)\C)=O)=O)O)O)C